1-(6,7-dichloro-9-(1-methyl-1H-1,2,4-triazol-3-yl)-1,3,4,5-tetrahydro-2H-pyrrolo[3,2-c:4,5-c']dipyridin-2-yl)-2-hydroxyethan-1-one ClC1=C2C(=C(N=C1Cl)C1=NN(C=N1)C)C=1CN(CCC1N2)C(CO)=O